sodium styrene-succinic anhydride C(=CC1=CC=CC=C1)C1CC(=O)OC1=O.[Na]